2,2-dimethyl-4-oxo-3,8,11-trioxa-5-azapentadecan-15-oic acid CC(C)(OC(NCCOCCOCCCC(=O)O)=O)C